2-oxoindoline-5-carbonitrile O=C1NC2=CC=C(C=C2C1)C#N